4-Methyl-N-[3-[[4-(4-piperidylmethoxy)phenoxy]methyl]-phenyl]thieno[3,2-b]pyrrol-5-carboxamid CN1C2=C(C=C1C(=O)NC1=CC(=CC=C1)COC1=CC=C(C=C1)OCC1CCNCC1)SC=C2